1H-pyrrolo[3,2-c][1,7]naphthyridine-2-carboxylic acid N1C(=CC=2C=NC=3C=NC=CC3C21)C(=O)O